ClC=1C(=NN(C1)CCOC)CC1N(C(C2=CC=CC=C12)=O)CC1=CC2=C(NC(O2)=O)C=C1 6-((1-((4-chloro-1-(2-methoxyethyl)-1H-pyrazol-3-yl)methyl)-3-oxoisoindolin-2-yl)methyl)benzo[d]oxazol-2(3H)-one